tert-butyl 5-[2-(4,4,5,5-tetramethyl-1,3,2-dioxaborolan-2-yl)ethyl]-3,7-dihydro-2H-1,4-oxazepine-4-carboxylate CC1(OB(OC1(C)C)CCC=1N(CCOCC1)C(=O)OC(C)(C)C)C